1-(2,2-difluoroethyl)-5-(3-methylpyridin-2-yl)-1H-pyrrole-3-carboxylic acid FC(CN1C=C(C=C1C1=NC=CC=C1C)C(=O)O)F